BrC=1C=2N(C(=NC1)NCC1=C(C=CC3=C1[C@H]1[C@@H](O3)C1)F)C=NN2 8-bromo-N-(((1aS,6bS)-5-fluoro-1a,6b-dihydro-1H-cyclopropa[b]benzo-furan-6-yl)methyl)-[1,2,4]triazolo[4,3-c]-pyrimidin-5-amine